dimethylene-bis(3-chloro-2,6-diethyl-aniline) ClC=1C(=C(NCCNC2=C(C(=CC=C2CC)Cl)CC)C(=CC1)CC)CC